2-[4-[8-chloro-7-[4-fluoro-2-methyl-3-(2-trimethylsilylethoxymethyl)benzimidazol-5-yl]oxy-quinoxalin-2-yl]pyrazol-1-yl]-1-(3,3-difluoropyrrolidin-1-yl)ethanone ClC=1C(=CC=C2N=CC(=NC12)C=1C=NN(C1)CC(=O)N1CC(CC1)(F)F)OC1=C(C2=C(N=C(N2COCC[Si](C)(C)C)C)C=C1)F